C1(CCCCC1)C[C@H](C(=O)N1CC2(C3(CO3)CC1)CCCC2)C (2R)-3-Cyclohexyl-1-(1-oxa-10-azadispiro[2.0.44.43]dodecan-10-yl)-2-methylpropan-1-one